2,3,5-triethyl-6-methyl-4-propoxyphenol C(C)C1=C(C(=C(C(=C1CC)OCCC)CC)C)O